C12(C=CC=C3C4=CC=CC=C4C=C13)C(=CC=C1C3=CC=CC=C3C=C12)OB(O)O spirobifluorene-2'-yl-boric acid